C(C)(C)(C)OC(=O)N1C(C=2N(CC1)C(=NC2)C(NCC2=CC=C(C=C2)Cl)=O)=O tert-butyl-3-((4-chlorobenzyl)carbamoyl)-8-oxo-5,6-dihydroimidazo[1,5-a]pyrazine-7(8H)-carboxylate